C(CCCCCCCCCCCC)N[C@@H](CCCN)C(=O)O tridecylornithine